O[C@H](C(=O)OC(C)(C)C)CCC(=O)[O-] 1-(tert-butyl) (S)-2-hydroxyglutarate